(S)-3-methoxy-4-(((20,20,20-trifluoro-1-hydroxyicosan-2-yl)oxy)methyl)benzonitrile COC=1C=C(C#N)C=CC1CO[C@H](CO)CCCCCCCCCCCCCCCCCC(F)(F)F